C(#N)C1=C(C=CC(=C1)C(F)(F)F)S(=O)(=O)N1C[C@@H]([C@@](C1)(CO)O)OC1=CC(=C(C#N)C=C1OCC(C)C)F 4-(((3S,4R)-1-((2-cyano-4-(trifluoromethyl)phenyl)sulfonyl)-4-hydroxy-4-(hydroxymethyl)pyrrolidin-3-yl)oxy)-2-fluoro-5-isobutoxybenzonitrile